N-ethyl-N'-(2-fluoro-4-(3-((2-fluoro-5-(trifluoromethyl)benzyl)oxy)oxetan-3-yl)-5-methylphenyl)-N-methylformimidamide C(C)N(C=NC1=C(C=C(C(=C1)C)C1(COC1)OCC1=C(C=CC(=C1)C(F)(F)F)F)F)C